N-[(6-amino-2-pyridyl)sulfonyl]-6-(3-fluoro-5-isobutoxy-phenyl)-2-[4-(trifluoromethyl)-3-azabicyclo[3.1.0]hexan-3-yl]pyridine-3-carboxamide NC1=CC=CC(=N1)S(=O)(=O)NC(=O)C=1C(=NC(=CC1)C1=CC(=CC(=C1)OCC(C)C)F)N1CC2CC2C1C(F)(F)F